5-((1R,3S,4S)-2-(isobutylsulfonyl)-2-azabicyclo[2.2.1]heptan-3-yl)-3-phenethyl-1,2,4-oxadiazole C(C(C)C)S(=O)(=O)N1[C@@H]2CC[C@H]([C@H]1C1=NC(=NO1)CCC1=CC=CC=C1)C2